ClC=1C=C2C(=C3C4(NC(NC13)=O)CCCCC4)OC(=C2)CN2CCN(CC2)C2COC2 5'-chloro-2'-{[4-(oxetan-3-yl)piperazin-1-yl]methyl}-7',8'-dihydro-6'H-spiro[cyclohexane-1,9'-furo[2,3-f]quinazoline]-7'-one